C1(CC1)C1=C(C(=NO1)C1=C(C=CC=C1)C(F)(F)F)C1=CC2(C1)CCN(CC2)C=2C=C1N=CC(=NC1=CC2)C(=O)O 6-(2-(5-cyclopropyl-3-(2-(trifluoromethyl)phenyl)isoxazol-4-yl)-7-azaspiro[3.5]non-1-en-7-yl)quinoxaline-2-carboxylic acid